3-(chloro(diisopropylamino)phosphinyloxy)propionitrile ClP(=O)(OCCC#N)N(C(C)C)C(C)C